1,2-dibromodiphenylethane BrC(C(Br)C1=CC=CC=C1)C1=CC=CC=C1